C(C)(C)C=1OC=C(N1)C1=CC(=NC=C1)N(C(=O)CC(CCN(C([O-])=O)C1CCCCC1)(C)O)CC12CCC(CC1)(CC2)C2=CC(=C(C=C2)OC)C 4-((4-(2-Isopropyloxazol-4-yl)pyridin-2-yl)((4-(4-methoxy-3-methylphenyl)bicyclo[2.2.2]octan-1-yl)methyl)carbamoyl)(trans-cyclohexyl)(3-hydroxy-3-methylbutyl)carbamate